O1CCN(CC1)C1=NC(=C(C(=N1)C1=C(C=CC(=C1)N1N=CC=C1)[N+](=O)[O-])C(=O)OCC)NC1=CC=NC=C1 ethyl 2-morpholino-4-(2-nitro-5-pyrazol-1-yl-phenyl)-6-(4-pyridylamino)pyrimidine-5-carboxylate